C(C)(C)(C)OC(=O)N1CC(C1)C1=CC=C(C=C1)S(=O)(=O)C1CCCCC1 3-(4-Cyclohexylsulfonylphenyl)azetidine-1-carboxylic acid tert-butyl ester